C(C1=CC=CC=C1)(C1=CC=CC=C1)(C1=CC=CC=C1)SCCNC(CCNC(=O)[C@H](O)C(C)(C)CO)=O S-trityl-pantetheine